N-(3,5-dichloro-4-(2,6-dioxopiperidin-3-yl)benzyl)-3,3-difluoro-1-(4-fluorophenyl)cyclobutane-carboxamide ClC=1C=C(CNC(=O)C2(CC(C2)(F)F)C2=CC=C(C=C2)F)C=C(C1C1C(NC(CC1)=O)=O)Cl